N1(CCCCC1)CCOC1=CC=C(C=C1)C1=CC=C(C2=CC=CC=C12)N 4-(4-(2-(piperidin-1-yl)ethoxy)phenyl)naphthalen-1-amine